C(C)(C)C1=C(C=CC=C1)N1/C(/SCC1=O)=N/N=C/C1=CC2=C(C(=NS2)C(=NC2=CC=C(C=C2)OC(F)(F)F)N)C=C1 6-[(E)-[(Z)-[3-(2-isopropylphenyl)-4-oxo-thiazolidin-2-ylidene]hydrazono]methyl]-N'-[4-(trifluoromethoxy)phenyl]-1,2-benzothiazole-3-carboxamidine